FC=1C=CC(=NC1)C(=O)N[C@H](C(=O)NC1=C(C=C(C=C1)S(=O)(=O)Cl)C)CC1=CC=CC=C1 (S)-4-(2-(5-fluoropicolinamido)-3-phenylpropanamido)-3-methylbenzene-1-sulfonyl chloride